C(C)(C)(C)OC(C1=C(C=NC=C1)CCCCCO)=O 3-(5-hydroxypentyl)isonicotinic acid tert-butyl ester